C(N)(=N)C=1C=C(SC1)CNC(=O)[C@H]1N(CC2(OCCO2)C1)C(CNC(=O)C=1OC(=CC1)C1=CC=CC=C1)=O (S)-N-((4-carbamimidoylthiophen-2-yl)methyl)-7-((5-phenylfuran-2-carbonyl)glycyl)-1,4-dioxa-7-azaspiro[4.4]nonane-8-carboxamide